NC1=C(SC2=NC(=CN=C21)C)C(=O)NC2CC=1C=C(C(=NC1CC2)N2CC(C(C2)OCCOC)N)F 7-amino-N-{2-[3-amino-4-(2-methoxyethoxy)pyrrolidin-1-yl]-3-fluoro-5,6,7,8-tetrahydroquinolin-6-yl}-3-methylthieno[2,3-b]pyrazine-6-carboxamide